C(C)(C)(C)[Si](OCCN1CC(CCC1)N)(C)C 1-[2-[tert-butyl-(dimethyl)silyl]-oxyethyl]piperidin-3-amine